N1CC(C1)C=1C=C2C=C(C(=C(C2=CC1)F)N1CC(NS1(=O)=O)=O)OCC1=CC=CC=C1 5-(6-(azetidin-3-yl)-3-(benzyloxy)-1-fluoronaphthalen-2-yl)-1,2,5-thiadiazolidin-3-one 1,1-dioxide